benzyl (3R)-3-(t-butoxycarbonylamino)-4-hydroxybutyrate C(C)(C)(C)OC(=O)N[C@H](CC(=O)OCC1=CC=CC=C1)CO